FC=1C=C(C=CC1F)C(C)(C)NC(=O)C=1OC=C(N1)C1=NC(=NC=C1C)NC1=CC=NN1C N-(2-(3,4-difluorophenyl)propan-2-yl)-4-(5-methyl-2-((1-methyl-1H-pyrazol-5-yl)amino)pyrimidin-4-yl)oxazole-2-carboxamide